(4-((3-methyl-4-oxo-3,4-dihydro-phthalazin-1-yl)methyl)phenyl)carbamic acid tert-butyl ester C(C)(C)(C)OC(NC1=CC=C(C=C1)CC1=NN(C(C2=CC=CC=C12)=O)C)=O